N-[2-(6-chloropyridin-2-yl)-2-(1-methylpyrazol-4-yl)propyl]-5-(2,4-difluorophenyl)isoxazole-3-carboxamide ClC1=CC=CC(=N1)C(CNC(=O)C1=NOC(=C1)C1=C(C=C(C=C1)F)F)(C)C=1C=NN(C1)C